C1=COC2=C1C1=CC=CC=C1C=C2 Naphthofuran